S(=O)(=O)(O)OC1=CC(=CC=C1)[C@H](CN[C@H](C)CCC)O 3-((R)-1-Hydroxy-2-(((R)-pentan-2-yl)amino)ethyl)phenol Hemisulphate